FC1=C(OC=2N=CC(=NC2)NC(CC)=O)C=CC(=C1)F N-[5-(2,4-difluorophenoxy)pyrazin-2-yl]propanamide